OC1=C(C=CC(=C1)C(F)(F)F)C1=C2C(=C(N=N1)N1C[C@](CC1)(O)C1=CC=CC=C1)N=CC=C2 (R)-1-(5-(2-hydroxy-4-(trifluoromethyl)phenyl)pyrido[2,3-d]pyridazin-8-yl)-3-phenylpyrrolidin-3-ol